ClC1=CC=C(OC2=CC=C(C=C2)C=2N=C(SC2C(C)C)C2CCN(CC2)CCCCC2=C3C=CNC3=CC=C2C#N)C=C1 4-(4-(4-(4-(4-(4-chlorophenoxy)phenyl)-5-isopropylthiazol-2-yl)piperidin-1-yl)butyl)-1H-indole-5-carbonitrile